S(=O)(=O)([O-])[O-].[Fe+2].NC1=CC(=NC=C1)C1=NC=CC=C1 4-aminobipyridine iron sulfate